CC=1C=CC=C2C=CC=C(C12)N1CC=2N=C(N=C(C2CC1)N1C[C@@H](NCC1)CC#N)OCC1=NC=CC=C1 2-[(2S)-4-[7-(8-methyl-1-naphthyl)-2-(2-pyridylmethoxy)-6,8-dihydro-5H-pyrido[3,4-d]pyrimidin-4-yl]piperazin-2-yl]acetonitrile